CC1=C(C=2N(C=C1C=1NC3=CC=C(C=C3C1C(C)C)C1OCCN(C1)CC(=O)N)N=CN2)C 2-(2-(2-(7,8-dimethyl-[1,2,4]triazolo[1,5-a]pyridin-6-yl)-3-isopropyl-1H-indol-5-yl)morpholino)acetamide